1-(4Z,7Z,10Z,13Z,16Z,19Z-docosahexaenoyl)-2-pentadecanoyl-glycero-3-phosphocholine CCCCCCCCCCCCCCC(=O)O[C@H](COC(=O)CC/C=C\C/C=C\C/C=C\C/C=C\C/C=C\C/C=C\CC)COP(=O)([O-])OCC[N+](C)(C)C